C(CCC(C)C)Cl iso-hexyl chloride